N,5-bis(4-chlorophenyl)-3-prop-2-yliminophenazine-2-amine ClC1=CC=C(C=C1)NC1=CC2=NC3=CC=CC=C3N(C2=CC1=NC(C)C)C1=CC=C(C=C1)Cl